C1N(CC12CCC2)C2=NC(=C(C(=N2)C=2OC=CC2)C(=O)OCC)NCC2=CC(=CC=C2)C(F)(F)F ethyl 2-(2-azaspiro[3.3]heptan-2-yl)-4-(2-furyl)-6-[[3-(trifluoromethyl)phenyl]methylamino]pyrimidine-5-carboxylate